6-(4-(2-Fluoro-5-((4-oxo-7-(2-azaspiro[3.3]heptan-2-yl)-3,4-dihydrophthalazin-1-yl)methyl)benzoyl)piperazin-1-yl)nicotinonitrile FC1=C(C(=O)N2CCN(CC2)C2=NC=C(C#N)C=C2)C=C(C=C1)CC1=NNC(C2=CC=C(C=C12)N1CC2(C1)CCC2)=O